C(CC)OC(CN1C=NC2=C(C1=O)C=C(N=C2C2=CC=C(C=C2)Cl)Cl)=O 2-(6-Chloro-8-(4-chlorophenyl)-4-oxopyrido[3,4-d]pyrimidin-3(4H)-yl)acetic acid propyl ester